tert-butyl N-[(2S)-1-{5-chloro-7-[(furan-2-ylmethyl)amino]-3-(1,3,4-oxadiazol-2-yl) furo[3,2-b]pyridin-2-yl}propan-2-yl]carbamate ClC1=CC(=C2C(=N1)C(=C(O2)C[C@H](C)NC(OC(C)(C)C)=O)C=2OC=NN2)NCC=2OC=CC2